C(CCCCCCCCCC)OC(CCCN(CCO[Si](C)(C)C(C)(C)C)CCCNC(=O)OC(C)(C)C)=O 4-((3-((tert-butoxycarbonyl)amino)propyl)(2-((tert-butyldimethylsilyl)oxy)ethyl)amino)butyric acid undecyl ester